1-(4-(4-amino-7-cyclopropyl-7H-pyrrolo[2,3-d]pyrimidin-5-yl)-2-fluorophenyl)-3-(4-(((3aR,6aS)-5-methylhexahydropyrrolo[3,4-c]pyrrol-2(1H)-yl)methyl)-3-(trifluoromethyl)phenyl)urea NC=1C2=C(N=CN1)N(C=C2C2=CC(=C(C=C2)NC(=O)NC2=CC(=C(C=C2)CN2C[C@@H]1CN(C[C@@H]1C2)C)C(F)(F)F)F)C2CC2